C(C)(C)[C@H]1[C@@H](C[C@@H](CC1)C)O[Si](C1=CC=CC=C1)(C1=CC=CC2=CC=CC=C12)C {[(1r,2s,5r)-2-isopropyl-5-methylcyclohexyl]oxy}(methyl)1-naphthyl-(phenyl)silane